methyltriacryl-aminosilane CN[Si](C(=O)C=C)(C(=O)C=C)C(=O)C=C